C(C)(C)(C)N1CCN(CCC1)C1=NC=CC(=C1)C=1C(=C(C=C(C1)F)C1=CC(=C(C=C1)N1C(N(C=C1)C)=O)Cl)O 1-(3'-(2-(4-(tert-butyl)-1,4-diazepan-1-yl)pyridin-4-yl)-3-chloro-5'-fluoro-2'-hydroxy-[1,1'-biphenyl]-4-yl)-3-methyl-1H-imidazol-2(3H)-one